2,7-dimethyl-9,10-bis(n-heptanoyloxy)anthracene CC1=CC2=C(C3=CC(=CC=C3C(=C2C=C1)OC(CCCCCC)=O)C)OC(CCCCCC)=O